2-[4-[3-(2,4-dioxohexahydropyrimidin-1-yl)-1-methyl-indazol-6-yl]-3,3-difluoro-1-piperidinyl]acetic acid hydrochloride Cl.O=C1N(CCC(N1)=O)C1=NN(C2=CC(=CC=C12)C1C(CN(CC1)CC(=O)O)(F)F)C